C(C)(C)C=1C=NC2=CC(=CC=C2N1)OC 3-isopropyl-7-methoxyquinoxaline